6-(3-Adamantan-1-yl-4-hydroxycarbamoylmethoxy-phenyl)-naphthalin C12(CC3CC(CC(C1)C3)C2)C=2C=C(C=CC2OCC(NO)=O)C=2C=C3C=CC=CC3=CC2